ClC=1C=CC2=C(N=C(S2)C2CC3(CC(C3)NC(=O)C=3OC(=CC3)S(NC3CC(C3)(F)F)(=O)=O)C2)C1 N-[6-(5-chloro-1,3-benzothiazol-2-yl)spiro[3.3]heptan-2-yl]-5-[(3,3-difluorocyclobutyl)sulfamoyl]furan-2-carboxamide